(2S,4R)-4-hydroxy-1-[(2S)-2-[4-[5-[(2-methoxypyrimidin-4-yl)-methyl-amino]-2-methyl-phenyl]triazol-1-yl]-3,3-dimethyl-butanoyl]-N-methyl-pyrrolidine-2-carboxamide O[C@@H]1C[C@H](N(C1)C([C@H](C(C)(C)C)N1N=NC(=C1)C1=C(C=CC(=C1)N(C)C1=NC(=NC=C1)OC)C)=O)C(=O)NC